(2,6-difluoro-3-nitrophenyl)(methyl)carbamic acid tert-butyl ester C(C)(C)(C)OC(N(C)C1=C(C(=CC=C1F)[N+](=O)[O-])F)=O